(R)-4-((1-(3-(difluoromethyl)-2-fluorophenyl)ethyl)amino)-6-((1,1-dioxidotetrahydro-2H-thiopyran-4-yl)oxy)-2-methylpyrido[2,3-d]pyrimidin FC(C=1C(=C(C=CC1)[C@@H](C)NC=1C2=C(N=C(N1)C)N=CC(=C2)OC2CCS(CC2)(=O)=O)F)F